C(C=C)(=O)OCC(C)C 2-methylpropyl acrylate